(R)-N-(1-(2-chloro-3-(diethylcarbamoyl)phenyl)-1,4,5,7-tetrahydropyrano[3,4-c]pyrazol-4-yl)-5,6,7,8-tetrahydroimidazo[1,5-a]pyridine-1-carboxamide ClC1=C(C=CC=C1C(N(CC)CC)=O)N1N=CC2=C1COC[C@@H]2NC(=O)C=2N=CN1C2CCCC1